FC(C1=NN(C(=C1)C(=O)N1[C@H](C2=C(CC1)NC=N2)C2=NN1C(C=CC=C1C(F)F)=C2)C)F (R)-(3-(difluoromethyl)-1-methyl-1H-pyrazol-5-yl)(4-(7-(difluoromethyl)pyrazolo[1,5-a]pyridin-2-yl)-6,7-dihydro-1H-imidazo[4,5-c]pyridin-5(4H)-yl)methanone